O1COC2=C1C=CC(=C2)[C@H](CC(=O)OC)NC(N(C)CC(=O)N(CC=2SC=CC2)CC=2SC=CC2)=O methyl (3S)-3-(1,3-benzodioxol-5-yl)-3-{[{2-[bis(2-thienylmethyl)amino]-2-oxoethyl}(methyl)carbamoyl]amino}propanoate